C(C1=CC=CC=C1)N(C(CC1=CC(=C(C=C1)C1=CN=C(S1)[C@@H]1CC[C@H](CC1)NC(OC(C)C)=O)S(NCC)(=O)=O)=O)C isopropyl trans-N-[4-[5-[4-[2-(benzyl(methyl)amino)-2-oxo-ethyl]-2-(ethyl-sulfamoyl)phenyl]thiazol-2-yl]cyclohexyl]carbamate